(2-chloroacetyl)-L-alanine ClCC(=O)N[C@@H](C)C(=O)O